neopentyl 4-acryloyloxybenzenesulfonate C(C=C)(=O)OC1=CC=C(C=C1)S(=O)(=O)OCC(C)(C)C